NC=1C=C2CCC(N(C2=CC1)C(CC)C1=CC=CC=C1)=O 6-amino-1-(1-phenylpropyl)-3,4-dihydroquinolin-2-one